4-{[7-cyclobutyl-6-(3,8-diazabicyclo[3.2.1]octan-3-yl)-2-{[(2S)-1-methylpyrrolidin-2-yl]methoxy}-7H-purin-8-yl]oxy}-5-ethynyl-6-fluoronaphthalen-2-ol C1(CCC1)N1C(=NC2=NC(=NC(=C12)N1CC2CCC(C1)N2)OC[C@H]2N(CCC2)C)OC2=CC(=CC1=CC=C(C(=C21)C#C)F)O